(R)-N-(2,6-dimethylpyrimidin-4-yl)-5-[5-(5,5-dimethyltetrahydrofuran-3-yl)oxy-2-methyl-4-pyridyl]pyrazolo[1,5-a]pyridin-2-amine CC1=NC(=CC(=N1)NC1=NN2C(C=C(C=C2)C2=CC(=NC=C2O[C@H]2COC(C2)(C)C)C)=C1)C